(cis)-4-{[3-(propanesulfonamido)-cyclobutyl-1-yl]-amino}-1H-pyrrolo[2,3-b]pyridin-5-carbonitrile C(CC)S(=O)(=O)NC1CC(C1)=NC1=C2C(=NC=C1C#N)NC=C2